(3-cyanophenyl)-N-(2-fluoro-5-(hydroxy(phenyl)methyl)phenyl)-3-(trifluoromethyl)-1H-pyrazole-5-carboxamide C(#N)C=1C=C(C=CC1)N1N=C(C=C1C(=O)NC1=C(C=CC(=C1)C(C1=CC=CC=C1)O)F)C(F)(F)F